2-methyl-6-methylsulfanyl-1H-pyrazolo[3,4-d]pyrimidin-3-one CN1NC2=NC(=NC=C2C1=O)SC